C1=C2N(C(N1)=S)CCC2 2,5,6,7-tetrahydro-3H-pyrrolo[1,2-c]imidazole-3-thione